1,2-diiodo-1,1-difluoroethane IC(CI)(F)F